1-tetradecanoyl-2-(11Z-docosenoyl)-glycero-3-phosphoserine CCCCCCCCCCCCCC(=O)OC[C@H](COP(=O)(O)OC[C@@H](C(=O)O)N)OC(=O)CCCCCCCCC/C=C\CCCCCCCCCC